COC1=C(C(=CC=C1)OC)C=1C=C(C=2C=CC(NC2C1)=O)C(=O)NCC=1C(NC(=CC1C)C)=O 7-(2,6-dimethoxyphenyl)-N-((4,6-dimethyl-2-oxo-1,2-dihydropyridin-3-yl)methyl)-2-oxo-1,2-dihydroquinoline-5-carboxamide